methylVinyl ether COC=C